FC1=CC=C(C=C1)C=1OC(=C(N1)CN1C(N(CC2=CC=C(C=C12)C(=O)NCC1=C(C=C(C=C1F)F)F)C)=O)C 1-((2-(4-fluorophenyl)-5-methyl-oxazol-4-yl)methyl)-3-methyl-2-oxo-N-(2,4,6-trifluorobenzyl)-1,2,3,4-tetrahydroquinazoline-7-carboxamide